1-(tert-butyl)-3-((5-chloro-3-(hydroxymethyl)pyridin-2-yl)methyl)-1,3-dihydro-2H-pyrrolo[2,3-B]pyridin-2-one C(C)(C)(C)N1C(C(C=2C1=NC=CC2)CC2=NC=C(C=C2CO)Cl)=O